7H-pyrrolo[2,3-d]pyrimidine-7-carbohydrazide N1=CN=CC2=C1N(C=C2)C(=O)NN